2-dicyclohexylphosphino-2',4',6'-triisopropylBiphenyl C1(CCCCC1)P(C1=C(C=CC=C1)C1=C(C=C(C=C1C(C)C)C(C)C)C(C)C)C1CCCCC1